3-(4-methoxyphenyl)-1-tosyl-1H-indazole COC1=CC=C(C=C1)C1=NN(C2=CC=CC=C12)S(=O)(=O)C1=CC=C(C)C=C1